2-(benzotriazol-2-yl)-6-butan-2-yl-4-tert-butylphenol N=1N(N=C2C1C=CC=C2)C2=C(C(=CC(=C2)C(C)(C)C)C(C)CC)O